The molecule is a kanamycin that is kanamycin B in which the 3''-amino group has been replaced by a hydroxy group. It derives from a kanamycin B. It is a conjugate base of a 3''-deamino-3''-hydroxykanamycin B(4+). C1[C@@H]([C@H]([C@@H]([C@H]([C@@H]1N)O[C@@H]2[C@@H]([C@H]([C@@H]([C@H](O2)CO)O)O)O)O)O[C@@H]3[C@@H]([C@H]([C@@H]([C@H](O3)CN)O)O)N)N